diphenylphosphino-acetaldehyde hydrobromide Br.C1(=CC=CC=C1)P(C1=CC=CC=C1)CC=O